2,5-dimethyl-2,5-bis(2-ethylacetylperoxy)hexane CC(C)(CCC(C)(OOC(CCC)=O)C)OOC(CCC)=O